7-chloro-N-[(4S)-3,4-dihydro-2H-1-benzopyran-4-yl]-3-(prop-1-en-2-yl)thieno[3,2-b]pyridine-2-carboxamide ClC1=C2C(=NC=C1)C(=C(S2)C(=O)N[C@H]2CCOC1=C2C=CC=C1)C(=C)C